N-pyrazinyl-2-formyl-S-methyl-L-cysteinyl-S-methyl-L-cysteine N1=C(C=NC=C1)N[C@@](CSC)(C(=O)N[C@@H](CSC)C(=O)O)C=O